C1CC12CCN(CC2)C2=C(C=CC(=C2)Br)C2=NC1=C(C=C(C=C1C=C2)C(=O)N)N2CCC(CC2)(F)F (2-{6-azaspiro[2.5]oct-6-yl}-4-bromophenyl)-8-(4,4-difluoropiperidin-1-yl)quinoline-6-carboxamide